CN(C)CC1=NC=CC(=C1)N(CC1=CC(=CC=C1)N1CCN(CC1)C)CC1=CC(=CC=C1)OC 2-((dimethylamino)methyl)-N-(3-methoxybenzyl)-N-(3-(4-methylpiperazin-1-yl)benzyl)pyridin-4-amine